CCC(C)=C Methyl-isobutylene